FC=1C=C(OCCN(CC[C@@H](C(=O)O)NC=2C=NC=CC2)CCCCC2=NC=3NCCCC3C=C2)C=C(C1)F (S)-4-((2-(3,5-difluorophenoxy)ethyl)(4-(5,6,7,8-tetrahydro-1,8-naphthyridin-2-yl)butyl)amino)-2-(pyridin-3-ylamino)butanoic acid